tricarboxypyridine ruthenium [Ru].C(=O)(O)C1=C(C(=NC=C1)C(=O)O)C(=O)O